O=C(CCC(=O)O)OCCN1CCN(CC1)S(=O)(=O)C1=CC=C(C=C1)C 4-oxo-4-[2-[4-(p-tolylsulfonyl)-piperazin-1-yl]ethoxy]butanoic acid